(S)-8-chloro-4-((3-chloro-4-fluorophenyl)amino)-6-(((4,6-dichloropyridin-3-yl)(1-(oxetan-3-yl)-1H-1,2,3-triazol-4-yl)methyl)amino)quinoline-3-carbonitrile ClC=1C=C(C=C2C(=C(C=NC12)C#N)NC1=CC(=C(C=C1)F)Cl)N[C@H](C=1N=NN(C1)C1COC1)C=1C=NC(=CC1Cl)Cl